C(C)(C)C1(CCCCC1)O isopropyl-cyclohexanol